S1C=NC2=C1C=CC(=C2)[C@H]2N(C[C@@H](CC2)C)C(C(=O)NC2=NC=CC=C2C(=O)N)=O [[2-[(2S,5R)-2-(1,3-benzothiazol-5-yl)-5-methyl-1-piperidyl]-2-oxo-acetyl]amino]pyridine-3-carboxamide